NC[C@H](CC1=CC(=CC=C1)F)NC(C1=CC(=CC=C1)C=1C2=C(N=CN1)NC([C@@]2(C)O)=O)=O N-((S)-1-amino-3-(3-fluorophenyl)propan-2-yl)-3-((S)-5-hydroxy-5-methyl-6-oxo-6,7-dihydro-5H-pyrrolo[2,3-d]pyrimidin-4-yl)benzamide